Cl.N1CCC2(CC1)CC1=CC=CC=C1C2=O 1H-spiro[indene-2,4-piperidin]-3-one hydrochloride